FC1=CC=C(OC2=C(C=CC(=N2)COC2CN(C2)C(=O)OC(C)(C)C)C(F)(F)F)C=C1 tert-Butyl 3-((6-(4-fluorophenoxy)-5-(trifluoromethyl)pyridin-2-yl)methoxy)azetidine-1-carboxylate